BrC=1C=C(C=C(C1)N1N=C(C=C1C)C)[C@H](CC(=O)OC)CN1CCC2(CN(C2)CC2=NC=3NCCCC3C=C2)CC1 methyl (S)-3-(3-bromo-5-(3,5-dimethyl-1H-pyrazol-1-yl)phenyl)-4-(2-((5,6,7,8-tetrahydro-1,8-naphthyridin-2-yl)methyl)-2,7-diazaspiro[3.5]nonan-7-yl)butanoate